dimethylmercaptosilane CS(C)[SiH3]